((4r,5s,7r,8r,9s,10r)-8,10-dihydroxy-7-(hydroxymethyl)-9-(4-(3,4,5-trifluorophenyl)-1H-1,2,3-triazol-1-yl)-1,6-dioxaspiro[4.5]dec-4-yl)-2-(naphthalen-2-yl)acetamide O[C@H]1[C@H](O[C@@]2([C@H](CCO2)C(C(=O)N)C2=CC3=CC=CC=C3C=C2)[C@@H]([C@H]1N1N=NC(=C1)C1=CC(=C(C(=C1)F)F)F)O)CO